OC=1C=C2C(=NC=NC2=CC1O)N1CCC(CC1)CCP(O)(O)=O (2-(1-(6,7-dihydroxyquinazolin-4-yl)piperidin-4-yl)ethyl)phosphonic acid